2-hydroxy-2-methyl-N-((6aR,8R)-5-(4-(trifluoromethyl)phenyl)-5,6,6a,7,8,9-hexahydropyrido[3,2-e]pyrrolo[1,2-a]pyrazin-8-yl)propanamide OC(C(=O)N[C@@H]1C[C@H]2N(C3=C(N(C2)C2=CC=C(C=C2)C(F)(F)F)C=CC=N3)C1)(C)C